2-(3-methoxyphenyl)-6-methyl-5-(1-morpholinoethyl)indolizine-7-carboxylic acid COC=1C=C(C=CC1)C=1C=C2C=C(C(=C(N2C1)C(C)N1CCOCC1)C)C(=O)O